1-{2-[(tert-butoxycarbonyl)(quinolin-3-yl)amino]phenyl}-1H-pyrazole-5-carboxylic acid methyl ester COC(=O)C1=CC=NN1C1=C(C=CC=C1)N(C=1C=NC2=CC=CC=C2C1)C(=O)OC(C)(C)C